2-(((5-(2-(3,4-dimethoxyphenyl)-3-isopropyl-1H-indol-5-yl)-1,3,4-oxadiazol-2-yl)methyl)amino)ethane-1-sulfonic acid COC=1C=C(C=CC1OC)C=1NC2=CC=C(C=C2C1C(C)C)C1=NN=C(O1)CNCCS(=O)(=O)O